1,3,5-sym-triazinetriol N1(CN(CN(C1)O)O)O